4-(1,5-dimethylpyrazol-4-yl)-5-methyl-6-methylsulfanyl-N-pentyl-pyridine-2-carboxamide CN1N=CC(=C1C)C1=CC(=NC(=C1C)SC)C(=O)NCCCCC